S(=O)(=O)(O)O.ClC=1C(=NC=C(C1)C#CC1CC1)\C(\CNC(=O)C=1C(=NN(C1)C)C(F)F)=N/OOC(C)C (Z)-N-[2-[3-chloro-5-(cyclopropylethynyl)pyridin-2-yl]-2-(isopropoxy-oximino)ethyl]-3-(difluoromethyl)-1-methyl-1H-pyrazole-4-carboxamide sulfate salt